ClC1=C(CNC(=O)C2=CN=C(S2)N2CCC(CC2)N2C[C@@H](CCC2)C)C=C(C=C1)F N-(2-chloro-5-fluorobenzyl)-2-[(3R)-3-methyl-[1,4'-bipiperidin]-1'-yl]-1,3-thiazole-5-carboxamide